FC(C(=O)O)(F)F.N1(CCNCC1)C=1N=CC=2N(C1)N=CC2N2C(NC(CC2)=O)=O 1-(6-piperazin-1-ylpyrazolo[1,5-a]pyrazin-3-yl)hexahydropyrimidine-2,4-dione trifluoroacetate salt